O=C1NC(CCC1N1C(N(C2=C1C=CC(=C2C2CCN(CC2)C(=O)OC(C)(C)C)C)C)=O)=O tert-butyl 4-[1-(2,6-dioxo-3-piperidyl)-3,5-dimethyl-2-oxo-benzimidazol-4-yl]piperidine-1-carboxylate